3-((4-formyl-2-oxabicyclo[2.2.2]oct-1-yl)methoxy)-5-(trifluoromethyl)benzoic acid methyl ester COC(C1=CC(=CC(=C1)C(F)(F)F)OCC12OCC(CC1)(CC2)C=O)=O